FC1=C(C(=C(C=C1C1=NN(C2=NC(=NC=C21)N2[C@@H](CN(CC2)S(=O)(=O)C)CC(C)C)C)C(F)(F)F)F)O (R)-2,6-Difluoro-3-(6-(2-isobutyl-4-(methylsulfonyl)piperazin-1-yl)-1-methyl-1H-pyrazolo[3,4-d]pyrimidin-3-yl)-5-(trifluoromethyl)phenol